3,5-Dibromoindolin-2-one BrC1C(NC2=CC=C(C=C12)Br)=O